C=1(C(=CC(N)=CC1)S(=O)(=O)O)C=1C(=CC(N)=CC1)S(=O)(=O)O 2,2'-Benzidinedisulfonic acid